C1(CCC1)C1=NNC2=CC=C(C=C12)C1=C2CN(C(C2=CC=C1)=O)CC(C#N)=C 2-{[4-(3-cyclobutyl-1H-indazol-5-yl)-1-oxo-2,3-dihydro-1H-isoindol-2-yl]methyl}prop-2-enenitrile